2-fluorophenethyl-amine chloride [Cl-].FC1=C(CCN)C=CC=C1